OCCN(CCCCCCCC(=O)OC(CCCCCCCC)CCCCCCCC)CCCCCC(OCCCCCCCCCCC)=O 1-octylnonyl 8-[(2-hydroxyethyl)[6-oxo-6-(undecyloxy)hexyl]amino]octanoate